ClC1=CC2=C(OC(CN2C)(C)C)C=C1OC 6-chloro-7-methoxy-2,2,4-trimethyl-3,4-dihydro-2H-benzo[b][1,4]oxazine